C(C)N1N=CC2=C1CN(C2)C(=O)C=2C=C1C=C(N(C1=C(C2)C=2C(=NC(=CC2)CC)C)CC(C)C)C=2CN(CCC2)C(=O)OC(C)(C)C tert-butyl 3-(5-(1-ethyl-1,4,5,6-tetrahydropyrrolo[3,4-c]pyrazole-5-carbonyl)-7-(6-ethyl-2-methylpyridin-3-yl)-1-isobutyl-1H-indol-2-yl)-5,6-dihydropyridine-1(2H)-carboxylate